(((2S,7aR)-2-fluoro-6-methylenetetrahydro-1H-pyrrolizin-7a(5H)-yl)methoxy)-5-methoxyquinazoline formate C(=O)O.F[C@H]1C[C@]2(CC(CN2C1)=C)COC1=NC2=CC=CC(=C2C=N1)OC